2-(((tert-butyldimethylsilyl)oxy)methyl)-4-chloro-7-(4-((2R,6S)-2,6-dimethylmorpholino)phenyl)-5,5-dimethyl-5,7-dihydro-6H-pyrrolo[2,3-d]pyrimidin-6-one [Si](C)(C)(C(C)(C)C)OCC=1N=C(C2=C(N1)N(C(C2(C)C)=O)C2=CC=C(C=C2)N2C[C@H](O[C@H](C2)C)C)Cl